N[C@H]1CN(CCC1)C(=O)C=1C=CC=2N(C1)N=C(C2C)C2=CC=1C(=NC(=CC1)C1=CC(=C(C(=O)N)C=C1)C)N2CC2CC2 4-(2-{6-[(3R)-3-aminopiperidine-1-carbonyl]-3-methylpyrazolo[1,5-a]pyridin-2-yl}-1-(cyclopropylmethyl)-1H-pyrrolo[2,3-b]pyridin-6-yl)-2-methylbenzamide